NC(C(=O)O)CCC1=CC=C(C=C1)I amino-4-(4-iodophenyl)-butyric acid